3-[4-[3-[[1-(5-methoxy-4-nitro-2-vinyl-phenyl)-4-piperidyl]amino]azetidin-1-yl]-1-oxo-isoindolin-2-yl]piperidine-2,6-dione COC=1C(=CC(=C(C1)N1CCC(CC1)NC1CN(C1)C1=C2CN(C(C2=CC=C1)=O)C1C(NC(CC1)=O)=O)C=C)[N+](=O)[O-]